oxidovanadium(V) O=[V+3]